The molecule is a glycoside formed by successive (1->3) linkage of galactose, glucose and rhamnose, which is then linked (1->4) to D-ribitol. It has a role as a hapten. It is a glycoside and a tetrasaccharide. It derives from a ribitol. C[C@H]1[C@@H]([C@H]([C@H]([C@@H](O1)O[C@H](CO)[C@H]([C@H](CO)O)O)O)O[C@@H]2[C@@H]([C@H]([C@@H]([C@H](O2)CO)O)O[C@@H]3[C@@H]([C@H]([C@H]([C@H](O3)CO)O)O)O)O)O